OCC(=O)NC1=NN(C=C1)C=1CN2C(N(C(C1)C2)OS(=O)(=O)[O-])=O.C(C)[NH+](CC)CC triethylammonium [3-[3-[(2-hydroxyacetyl)amino]pyrazol-1-yl]-7-oxo-1,6-diazabicyclo[3.2.1]oct-3-en-6-yl]sulfate